3,5-dimethyl-4-oxo-4,5-dihydrothiophene-2-carboxylic acid methyl ester COC(=O)C=1SC(C(C1C)=O)C